ClC1=C(C(=C(C=C1OC)OC)Cl)C1=CC2=C(N=C(N=C2)NC2=NN(C=C2NC(C=C)=O)C)C(=N1)OC N-(3-((6-(2,6-dichloro-3,5-dimethoxyphenyl)-8-methoxy-pyrido[3,4-d]pyrimidin-2-yl)amino)-1-methyl-1H-pyrazol-4-yl)acrylamide